COC1=CC=C(CNC(NC2=CC=C(C=C2)[C@H](C)NC(OC(C)(C)C)=O)=O)C=C1 tert-Butyl (S)-(1-(4-(3-(4-methoxybenzyl)ureido)-phenyl)ethyl)carbamate